3-(Quinolin-3-yl)-3-(5-(2-(5,6,7,8-tetrahydro-1,8-naphthyridin-2-yl)ethoxy)-1H-indazol-1-yl)propanoic acid N1=CC(=CC2=CC=CC=C12)C(CC(=O)O)N1N=CC2=CC(=CC=C12)OCCC1=NC=2NCCCC2C=C1